C1(=CC=CC=C1)[C@H]1N(C(OC1)=O)CC(=O)O (4(R)-phenyloxazolidin-2-one-3-yl)acetic acid